ClC=1N=CC2=C(N1)C1(C(N2C)=O)CCOCC1 chloro-5'-methyl-2,3,5,6-tetrahydrospiro[pyran-4,7'-pyrrolo[3,2-d]pyrimidin]-6'(5'H)-one